C(CC)NCCC di(n-propyl)amine